3-[1,4-dimethyl-7-(trifluoromethyl)-1H-benzotriazol-5-yl]propanoate CN1N=NC2=C1C(=CC(=C2C)CCC(=O)[O-])C(F)(F)F